(R)-1-(cyclohexylmethyl)-2-(difluoromethyl)piperazine hydrochloride Cl.C1(CCCCC1)CN1[C@H](CNCC1)C(F)F